methyl benzyl((2S,3R)-2-((benzyloxy)methyl)piperidin-3-yl)carbamate C(C1=CC=CC=C1)N(C(OC)=O)[C@H]1[C@H](NCCC1)COCC1=CC=CC=C1